2-(tert-butyl) 3-ethyl (S)-2-azaspiro[4.4]nonane-2,3-dicarboxylate C1N([C@@H](CC12CCCC2)C(=O)OCC)C(=O)OC(C)(C)C